CC1(CN(C1)CC(=O)NC=1C=C(C(=NC1)C)C=1N2C(SC1C=1C=NN(C1)C=1C=NC=CC1)=C(C=N2)C(=O)N)C (5-(2-(3,3-dimethylazetidin-1-yl)acetamido)-2-methylpyridin-3-yl)-2-(1-(pyridin-3-yl)-1H-pyrazol-4-yl)pyrazolo[5,1-b]thiazole-7-carboxamide